(Ra)-N4-[6-(5-chloro-1,3-benzothiazol-2-yl)spiro[3.3]heptan-2-yl]pyridine-2,4-dicarboxamide ClC=1C=CC2=C(N=C(S2)C2CC3(CC(C3)NC(=O)C3=CC(=NC=C3)C(=O)N)C2)C1